tert-butyl 10-methyl-8,11-dioxo-3,4,8,9,10,11-hexahydro-1H-pyrido[4',3':3,4]pyrazolo[1,5-a][1,4]diazepine-2(7H)-carboxylate CN1C(C=2N(CC(C1)=O)N=C1C2CN(CC1)C(=O)OC(C)(C)C)=O